ClC1=C(C(=O)NC2=CC(=C(C=C2)Cl)C2=NC=CC=C2)C=CC(=C1)C(=O)NC=1C=NC(=CC1)OC 2-chloro-N1-(4-chloro-3-(pyridin-2-yl)phenyl)-N4-(6-methoxypyridin-3-yl)terephthalamide